(S)-8-(2-amino-6-((R)-1-(5-chloro-3'-(4-cyclopropylpiperazine-1-carbonyl)-[1,1'-biphenyl]-2-yl)-2,2,2-trifluoroethoxy)pyrimidin-4-yl)-2,8-diazaspiro[4.5]decane-3-carboxylic acid NC1=NC(=CC(=N1)N1CCC2(C[C@H](NC2)C(=O)O)CC1)O[C@@H](C(F)(F)F)C1=C(C=C(C=C1)Cl)C1=CC(=CC=C1)C(=O)N1CCN(CC1)C1CC1